N-(2-chloroethyl)-4-(trifluoromethoxy)aniline ClCCNC1=CC=C(C=C1)OC(F)(F)F